NCCOCCOCC(=O)NCCCC[C@H](NC(=O)OCC1=CC=CC=C1)C(=O)OC(C1=CC=CC=C1)(C1=CC=CC=C1)C1=C(C=CC=C1)Cl [(2-chlorophenyl)diphenylmethyl] N6-(2-(2-(2-aminoethoxy)ethoxy)acetyl)-N2-((benzyloxy)carbonyl)-L-lysinate